OCCOCCOCCOCCOCCOCCOCCOCCOCCN(C(OC(C)(C)C)=O)C tert-butyl N-[2-[2-[2-[2-[2-[2-[2-[2-(2-hydroxyethoxy)ethoxy] ethoxy]ethoxy] ethoxy]ethoxy]ethoxy]ethoxy]ethyl]-N-methyl-carbamate